7-(6-CHLORO-2,2-DIFLUORO-1,3-BENZODIOXOL-4-YL)-N-[(2,4-DIMETHOXYPHENYL)METHYL]CINNOLIN-4-AMINE ClC=1C=C(C2=C(OC(O2)(F)F)C1)C1=CC=C2C(=CN=NC2=C1)NCC1=C(C=C(C=C1)OC)OC